O(C#N)C=1C=C(C=C(C1)OC#N)\C=C\C1=CC=C(C=C1)OC#N trans-3,5,4'-Tricyanatostilben